O(C1=CC=CC=C1)CCOC1(CCCCC1)OCCOC1=CC=CC=C1 1,1-bis(2-phenoxyethoxy)cyclohexane